(4aR,8aS)-6-[3-[(3-Chlorophenoxy)methyl]pyrrolidine-1-carbonyl]-4,4a,5,7,8,8a-hexahydropyrido[4,3-b][1,4]oxazin-3-one ClC=1C=C(OCC2CN(CC2)C(=O)N2C[C@@H]3[C@@H](OCC(N3)=O)CC2)C=CC1